COC1=C(C#N)C=C(C=N1)C=1C=C2C(=NC=NC2=CC1)N[C@H](C)C1=CC=CC=C1 (R)-2-methoxy-5-(4-((1-phenylethyl)amino)quinazolin-6-yl)nicotinonitrile